(S)-2-(3-aminopropyl)-5-(2,5-difluorophenyl)-N-methoxy-N-methyl-2-phenyl-1,3,4-thiadiazole-3(2H)-carboxamide NCCC[C@]1(SC(=NN1C(=O)N(C)OC)C1=C(C=CC(=C1)F)F)C1=CC=CC=C1